ClC1=C(C(=O)NCC=2C=NC(=NC2)C=2NC(C=CC2)=O)C(=CC=C1)C 2-chloro-6-methyl-N-((2-(6-oxo-1,6-dihydropyridin-2-yl)pyrimidin-5-yl)methyl)benzamide